ClC1=C(C=C(C=C1)N(C(OCC)=O)C1=NOC(C1)(C(F)(F)F)C1=CC(=CC(=C1)Cl)Cl)C(N(C(=O)OCC)C1(CC1)C#N)=O ethyl N-[4-chloro-3-[(1-cyanocyclopropyl)-ethoxycarbonyl-carbamoyl]-phenyl]-N-[5-(3,5-dichlorophenyl)-5-(trifluoromethyl)-4H-isoxazol-3-yl]carbamate